C1(CC1)C1=NN(C=N1)C1CC2(CN(C2)C(=O)N2CC3(C2)CC(C3)CC=3C=NNC3C(F)(F)F)C1 [6-(3-cyclopropyl-1,2,4-triazol-1-yl)-2-azaspiro[3.3]heptan-2-yl]-[6-[[5-(trifluoromethyl)-1H-pyrazol-4-yl]methyl]-2-azaspiro[3.3]heptan-2-yl]methanone